(Z)-N,N-dimethyl-2-oxo-3-((4,5,6,7-tetrahydro-1H-indol-2-yl)methylene)indoline-5-sulfonamide CN(S(=O)(=O)C=1C=C2/C(/C(NC2=CC1)=O)=C/C=1NC=2CCCCC2C1)C